C(C([2H])[2H])=O ethan-1-one-2,2-d2